FC(C1(CC1)C=1SC(=C(N1)C=1C(=C(C=CC1)NS(=O)(=O)C1=C(C=CC=C1F)F)F)C1=NC(=NC=C1)NC1[C@H]2CS(C[C@@H]12)(=O)=O)F N-(3-(2-(1-(difluoromethyl)cyclopropyl)-5-(2-(((1R,5S,6s)-3,3-dioxido-3-thiabicyclo[3.1.0]hexan-6-yl)amino)pyrimidin-4-yl)thiazol-4-yl)-2-fluorophenyl)-2,6-difluorobenzenesulfonamide